[Pb].[Cs].C(C)(=O)N(C(C)=O)C1=NC=NC(=C1C1=CC=C(C=C1)Cl)C=1C=NN(C1)CC1=CC=C(C=C1)C(F)(F)F N-acetyl-N-[5-(p-chlorophenyl)-6-(1-{[p-(trifluoromethyl)phenyl]methyl}-1H-pyrazol-4-yl)-4-pyrimidyl]acetamide cesium-lead